OC=1C=C(C=CC1)C(/C=C/C1=CC(=C(OCC=2C=C(C(=O)N)C=CC2)C(=C1)OC)I)=O (E)-3-((4-(3-(3-hydroxyphenyl)-3-oxoprop-1-en-1-yl)-2-iodo-6-methoxyphenoxy)methyl)benzamide